N1C[C@@H](CCC1)C1=CC=C(C=C1)N1N=C2C(=CC=CC2=C1)C(=O)N 2-[4-[(3S)-3-piperidyl]phenyl]-indazole-7-carboxamide